ClC1=C(C=CC(=C1)OC1=NC=NC2=CC(=C(C=C12)OC)OCCCN1CCCC1)NC(=O)NC1=CC=NC=C1 1-(2-chloro-4-((6-methoxy-7-(3-(pyrrolidin-1-yl)propoxy)quinazolin-4-yl)oxy)phenyl)-3-(pyridin-4-yl)urea